OC(CN1N=CC(=C1)C=1C=CC2=C(N(C(CC(=C2)C2=NC(=NO2)C)=O)CC2=CC=C(C=C2)OC)C1)(C)C 8-(1-(2-Hydroxy-2-methylpropyl)-1H-pyrazol-4-yl)-1-(4-methoxybenzyl)-4-(3-methyl-1,2,4-oxadiazol-5-yl)-1,3-dihydro-2H-benzo[b]azepin-2-one